(S)-N-[(R)-(4,5-dichloro-2-hydroxyphenyl)[1-(1H-pyrazole-4-sulfonyl)piperidin-4-yl]methyl]-2-methylpropane-2-sulfinamide ClC1=CC(=C(C=C1Cl)[C@H](N[S@@](=O)C(C)(C)C)C1CCN(CC1)S(=O)(=O)C=1C=NNC1)O